ethyl 2-(benzylcarbamoyl)-1-(4-fluorophenyl)-3-methyl-5-oxopyrrolidine-2-carboxylate C(C1=CC=CC=C1)NC(=O)C1(N(C(CC1C)=O)C1=CC=C(C=C1)F)C(=O)OCC